FC(C(=O)O)(F)F.COC(=O)[C@@H]1NNCCC1 (R)-hexahydropyridazine-3-carboxylic acid methyl ester trifluoroacetate